2-(2-{[(1R)-1-(3-chloro(2-pyridyl))-2-methylpropyl]amino}pyrimidin-5-yl)-1,3-thiazole-5-carbonitrile ClC=1C(=NC=CC1)[C@@H](C(C)C)NC1=NC=C(C=N1)C=1SC(=CN1)C#N